COC(CC1=CC(=C(C(=O)O)C=C1)C)CC1=NC=CC=C1 4-(2-methoxy-3-(pyridin-2-yl)propyl)-2-methylbenzoic acid